BrC=1C(=NC=C(C1)Br)NC=NO N-(3,5-dibromopyridin-2-yl)-N'-hydroxyformimidamide